tert-butyl-4-(tert-butyl)-3-(hexyloxy)aniline C(C)(C)(C)NC1=CC(=C(C=C1)C(C)(C)C)OCCCCCC